O=C1N(C=CC(N1)=O)C1CNCC1 2,4-dioxo-1-(pyrrolidin-3-yl)-1,2,3,4-tetrahydropyrimidine